6,6-dimethyl-morpholin CC1(OCCNC1)C